2-(2,6-Dioxo-3-piperidinyl)-5-[4-[3-(4-piperidinyl)propyl]piperazin-1-yl]isoindole-1,3-dione O=C1NC(CCC1N1C(C2=CC=C(C=C2C1=O)N1CCN(CC1)CCCC1CCNCC1)=O)=O